1-thio-β-D-glucose sodium [Na].S[C@H]1[C@H](O)[C@@H](O)[C@H](O)[C@H](O1)CO